FC=1C=C(C=CC1OC1=C2C(=NC=C1)NC(N2C(C)C)=O)NC(=O)C=2C=NN(C2C(F)(F)F)C2=NC=C(C=C2)C(F)(F)F N-(3-fluoro-4-((1-isopropyl-2-oxo-2,3-dihydro-1H-imidazo[4,5-b]pyridine-7-yl)oxy)phenyl)-5-(trifluoromethyl)-1-(5-(trifluoromethyl)pyridine-2-yl)-1H-pyrazole-4-carboxamide